FC=1C(=C(C=CC1F)[C@H]1[C@@H](O[C@]([C@H]1C)(C(F)(F)F)C)C1=CC(C(=C(N1)C)OC(F)F)=O)OC 6-((2R,3S,4S,5R)-3-(3,4-difluoro-2-methoxyphenyl)-4,5-dimethyl-5-(trifluoromethyl)tetrahydrofuran-2-yl)-3-(difluoromethoxy)-2-methylpyridin-4(1H)-one